1,1-bis(isocyanatomethyl)cyclohexane N(=C=O)CC1(CCCCC1)CN=C=O